NC=1SC(=CN1)CN1CC(CCC1)C(=O)NC1=CC=C(C=C1)C(C)C 1-((2-aminothiazol-5-yl)methyl)-N-(4-isopropylphenyl)piperidine-3-carboxamide